Dodecylamine ACETATE C(C)(=O)O.C(CCCCCCCCCCC)N